C(C#CC)(=O)N1[C@@H](C[C@H](CC1)N1N=NC=2C(=NC=3C(=C(C(=CC3C21)Cl)C2=CC=C(C=C2)F)F)O[C@H](CN(C)C)C)CC#N 2-((2S,4S)-1-(but-2-ynoyl)-4-(8-chloro-4-(((S)-1-(dimethylamino)propan-2-yl)oxy)-6-fluoro-7-(4-fluorophenyl)-1H-[1,2,3]triazolo[4,5-c]quinolin-1-yl)piperidin-2-yl)acetonitrile